N-((6-chloropyridin-3-yl)methyl)-4-(5-(3,5-dichloro-4-fluorophenyl)-5-(trifluoromethyl)-4,5-dihydroisoxazol-3-yl)-N-ethyl-2-methylbenzamide ClC1=CC=C(C=N1)CN(C(C1=C(C=C(C=C1)C1=NOC(C1)(C(F)(F)F)C1=CC(=C(C(=C1)Cl)F)Cl)C)=O)CC